methyl gamma-methyl-4-(2-oxiranylmethoxy)-gamma-[4-(2-oxiranylmethoxy) phenyl]-phenylbutyrate CC(CC(C(=O)OC)C1=CC=C(C=C1)OCC1OC1)C1=CC=C(C=C1)OCC1OC1